[Cr].C1C=CC2=CC=CC=C12.C1C=CC2=CC=CC=C12 diindene chromium